C1(CCCCC1)C1=CC=C(C=C1)C=1NC=2N(C(C1)=O)N=C(C2C(=O)N)C(=O)N(C)C 5-(4-Cyclohexylphenyl)-N2,N2-dimethyl-7-oxo-4,7-dihydropyrazolo[1,5-a]pyrimidine-2,3-dicarboxamide